BrC=1C=C(C=CC1)C(CCOCC(C#N)(C)C)(C(C)O)C 3-((3-(3-bromophenyl)-4-hydroxy-3-methylpentyl)oxy)-2,2-dimethylpropanenitrile